N-[[4-(4-methyl-1,3-thiazol-5-yl)phenyl]methyl]ethanamine CC=1N=CSC1C1=CC=C(C=C1)CNCC